2-(3,3-dimethylazetidin-1-yl)-N-(6-(1-methyl-1H-imidazol-5-yl)isoquinolin-3-yl)acetamide CC1(CN(C1)CC(=O)NC=1N=CC2=CC=C(C=C2C1)C1=CN=CN1C)C